5-(3,8-diazabicyclo[3.2.1]octan-3-yl)-2-(2,6-dioxopiperidin-3-yl)-4,6-difluoroisoindoline-1,3-dione C12CN(CC(CC1)N2)C=2C(=C1C(N(C(C1=CC2F)=O)C2C(NC(CC2)=O)=O)=O)F